The molecule is a 1-[1-(2-benzylphenoxy)propan-2-yl]piperidine that has S configuration. The racemate comprising equimolar amounts of (R)- and (S)-benproperine is used as a cough suppressant. It is a conjugate base of a (S)-benproperine(1+). It is an enantiomer of a (R)-benproperine. C[C@@H](COC1=CC=CC=C1CC2=CC=CC=C2)N3CCCCC3